C(C1=CC=CC=C1)OC(=O)N1C[C@H](NCC1)CF (S)-3-(fluoromethyl)piperazine-1-carboxylic acid benzyl ester